FC=1C=C2C(=CNC(C2=CC1F)=O)[C@@H](C)N(C(=O)C1=CC=2C(=NC=CC2)N1)C |r| Racemic-N-(1-(6,7-difluoro-1-oxo-1,2-dihydroisoquinolin-4-yl)ethyl)-N-methyl-1H-pyrrolo[2,3-b]pyridine-2-carboxamide